7-fluoro-3-(methoxymethoxy)-6-methyl-8-((triisopropylsilyl)ethynyl)naphthalen-1-yl trifluoromethanesulfonate FC(S(=O)(=O)OC1=CC(=CC2=CC(=C(C(=C12)C#C[Si](C(C)C)(C(C)C)C(C)C)F)C)OCOC)(F)F